O=C1N([C@@H](CN1)C(=O)O)C(=O)O (S)-2-oxoimidazolidine-1,5-dicarboxylic acid